C(C)(C)(C)OC(C=CC1=CC=C(C=C1)C(C1=CC=C(C=C1)OCO)=O)=O 4-[4-hydroxymethyloxybenzoyl]cinnamic acid tert-butyl ester